4-bromo-3-fluoro-2-(3-methyl-5-(trifluoromethyl)-1H-1,2,4-triazol-1-yl)pyridine BrC1=C(C(=NC=C1)N1N=C(N=C1C(F)(F)F)C)F